platinum-lithium [Li].[Pt]